dipyrazine formate C(=O)O.N1=CC=NC=C1.N1=CC=NC=C1